ClC1=C(C(=C(C=C1OC)OC)Cl)C1=CC2=C(N=C(N=C2)SC)C(=N1)NCCC1=CC=CC=C1 6-(2,6-dichloro-3,5-dimethoxyphenyl)-2-(methylthio)-N-phenethylpyrido[3,4-d]pyrimidine-8-amine